C1(=C(C=CC=C1)S1CSCCC1)C m-tolyl-1,3-dithiane